CC1=C(C(=O)P(C2=CC=CC=C2)(C2=CC=CC=C2)=O)C=C(C(=C1)C)C 2,4,5-trimethylbenzoyl-diphenyl-phosphorus oxide